6-((2-(4-(4-(((R)-5-(cyclohexylmethyl)-4-ethyl-1-methyl-4,5-dihydro-[1,2,4]triazolo[4,3-f]pteridin-7-yl)amino)-3-methoxybenzoyl)piperazin-1-yl)ethyl)amino)-1-oxophthalazine C1(CCCCC1)CN1[C@@H](C=2N(C=3C=NC(=NC13)NC1=C(C=C(C(=O)N3CCN(CC3)CCNC=3C=C4C=NNC(C4=CC3)=O)C=C1)OC)C(=NN2)C)CC